N-(4-(3-(4-propenoylpiperazin-1-yl)pyridin-4-yl)-2-methylbenzyl)-1-(tert-butyl)-1H-1,2,3-triazole-4-carboxamide C(C=C)(=O)N1CCN(CC1)C=1C=NC=CC1C1=CC(=C(CNC(=O)C=2N=NN(C2)C(C)(C)C)C=C1)C